C(C)(C)(C)OC(=O)N1[C@H]2[C@H]([C@H](C[C@@H]1CC2)N(C)C2=CN=C(N=N2)C2=C(C=C1C(N(C=NC1=C2)C)=O)OC)F (1r,2s,3s,5s)-2-fluoro-3-((3-(6-methoxy-3-methyl-4-oxo-3,4-dihydroquinazolin-7-yl)-1,2,4-triazin-6-yl)(methyl)amino)-8-azabicyclo[3.2.1]octane-8-carboxylic acid tert-butyl ester